N-((1R,3r,5S,6r)-3-(6-chloro-1H-indazol-4-yl)-3-hydroxybicyclo[3.1.0]hexan-6-yl)-3-(trifluoromethoxy)benzamide Ethyl-2-((3,4-dichlorobenzyl)amino)pyrimidine-5-carboxylate C(C)OC(=O)C=1C=NC(=NC1)NCC1=CC(=C(C=C1)Cl)Cl.ClC1=CC(=C2C=NNC2=C1)C1(C[C@H]2C([C@H]2C1)NC(C1=CC(=CC=C1)OC(F)(F)F)=O)O